2-(4-Iodophenyl)-5-((2-((1S)-1-((tetrahydro-2H-pyran-2-yl)oxy)ethyl)-1H-imidazol-1-yl)methyl)-1,3,4-oxadiazole IC1=CC=C(C=C1)C=1OC(=NN1)CN1C(=NC=C1)[C@H](C)OC1OCCCC1